BrC1=CC(=C(O[C@H](C(=O)OC)C)C=C1)C1=NOC(C1OCCCC)C methyl (2S)-2-[4-bromo-2-(5-methyl-4-butoxy-4,5-dihydroisoxazol-3-yl)phenoxy]propanoate